methyl ethyl ketoxime C(C)C(=NO)C